methyl (phenoxathiine-2-carbonyl)glycinate C1=C(C=CC=2OC3=CC=CC=C3SC12)C(=O)NCC(=O)OC